ClC=1C=C2C(=CC(=NC2=CC1)C(F)(F)F)NCC1(OCCOC1)C1=CC=C(C=C1)F 6-chloro-N-((2-(4-fluorophenyl)-1,4-dioxan-2-yl)methyl)-2-(trifluoromethyl)quinolin-4-amine